CC1=CC2=C(C3=CC=CC=C3C(=C2C=C1)C(=O)OCCCCC)C(=O)OCCCCC 2-methyl-9,10-bis(n-pentoxycarbonyl)anthracene